N,N'-bis(3-carboxysalicyl)-3,4-diamino-5-hydroxypyrazole C(=O)(O)C1=C(C(CN2N(C(C(=C2O)N)N)CC=2C(O)=C(C=CC2)C(=O)O)=CC=C1)O